[(2R,3S,4R,5R)-5-[2-ethyl-6-(isopropyl-amino)purin-9-yl]-3,4-dihydroxy-tetrahydro-furan-2-yl]methoxy-methylphosphonic acid C(C)C1=NC(=C2N=CN(C2=N1)[C@H]1[C@@H]([C@@H]([C@H](O1)COCP(O)(O)=O)O)O)NC(C)C